COC1=CC=2N(C=C1NC(=O)C1=NC=C(N=C1)N1C[C@@H](CC1)NC)C=C(N2)C (R)-N-(7-methoxy-2-methylimidazo[1,2-a]pyridin-6-yl)-5-(3-(methylamino)pyrrolidin-1-yl)pyrazine-2-carboxamide